(1S,4S)-5-((2-(2,6-dioxopiperidin-3-yl)-1-oxoisoindoline-5-yl)methyl)-2,5-diazabicyclo[2.2.1]heptane O=C1NC(CCC1N1C(C2=CC=C(C=C2C1)CN1[C@@H]2CN[C@H](C1)C2)=O)=O